N-([1,1'-Biphenyl]-4-ylmethyl)-1H-pyrazole-4-carboxamide C1(=CC=C(C=C1)CNC(=O)C=1C=NNC1)C1=CC=CC=C1